FC1=CC=C(C=C1)C=1C(C(=CN(C1)C=1C=NNC1)C(=O)O)=O 5-(4-fluorophenyl)-4-oxo-1-(1H-pyrazol-4-yl)-1,4-dihydropyridine-3-carboxylic acid